ClC=1C(=C(C(=C(C=O)C1)O)C)O 5-chloro-2,4-dihydroxy-3-methylbenzaldehyde